FC1=CC=C(C=C1)N1C(C(=CC=C1OC)C(=O)N)=O 1-(4-fluorophenyl)-6-methoxy-2-oxo-1,2-dihydropyridine-3-carboxamide